OC1CC(CCC1)NC=1N=NC(=C2C1C=NC=C2)C2=C(C=CC=C2C(F)(F)F)O 2-[4-[[3-hydroxycyclohexyl]amino]pyrido[3,4-d]pyridazin-1-yl]-3-(trifluoromethyl)phenol